C(CCC)N(CCCC)CCN dibutylaminoethylamine